1-N-methylamino-3,5-dimethyladamantane hydrochloride C[C@@]12CC3C[C@@](C1)(CC(C3)(C2)NC)C.Cl